1-[5-[3-cyano-6-[1-(1,4-dioxaspiro[4.5]decan-8-yl)pyrazol-4-yl]pyrazolo[1,5-a]pyrazin-4-yl]-2-pyridyl]-N-cyclobutyl-4-ethyl-piperidine-4-carboxamide C(#N)C=1C=NN2C1C(=NC(=C2)C=2C=NN(C2)C2CCC1(OCCO1)CC2)C=2C=CC(=NC2)N2CCC(CC2)(C(=O)NC2CCC2)CC